{7-[(3-fluoro-1-methylazetidin-3-yl)methyl]-6,7,8,9-tetrahydro-3H-pyrrolo[3,2-f]isoquinolin-2-yl}methanone 30-methyldotriacontyl-laurate CC(CCCCCCCCCCCCCCCCCCCCCCCCCCCCCOC(CCCCCCCCCCC)=O)CC.FC1(CN(C1)C)CN1CC2=CC=C3C(=C2CC1)C=C(N3)C=O